3-(benzyloxy)-6-(4-(4-((tert-butoxycarbonyl)amino)piperidin-1-yl)but-1-yn-1-yl)picolinic acid methyl ester COC(C1=NC(=CC=C1OCC1=CC=CC=C1)C#CCCN1CCC(CC1)NC(=O)OC(C)(C)C)=O